FC1=NC=C(C(=O)NC2=C(C(=CC=C2)C(NC2=C(C=C(C=C2C(F)(F)F)C(C(F)(F)F)(C(F)(F)F)F)I)=O)F)C=C1 6-fluoro-N-(3-(2-iodo-4-(perfluoropropan-2-yl)-6-(trifluoromethyl)phenylcarbamoyl)-2-fluorophenyl)nicotinamide